OCCN(CCCCCCCC(=O)OC(CCCCCCCC)CCCCCCCC)CCCCCC(OCCCCCCCCCCC)=O 9-Heptadecanyl 8-((2-hydroxyethyl)(6-oxo-6-(undecyloxy)hexyl)amino)octanoate